BrC=1C2=C(C(N(C1)C)=O)NN=C2 4-bromo-6-methyl-1H-pyrazolo[3,4-c]pyridin-7-one